C1(CC1)C1=NC(=CC(=C1)C1=C(C=C(C#N)C=C1)C1=NN=CN1C)N1C(C2=CC(=CC=C2C1)CN(CC1COC1)CC)=O 4-(2-cyclopropyl-6-(6-((ethyl(oxetan-3-ylmethyl)amino)methyl)-1-oxoisoindolin-2-yl)pyridin-4-yl)-3-(4-methyl-4H-1,2,4-triazol-3-yl)benzonitrile